C(C=C)(=O)N1C[C@H](C[C@@H]1COC)N1N=C(C(=C1NC)C(=O)N)C#CC1=C(C=C2C(=C(C=NC2=C1)C)C)F ((3S,5R)-1-propenoyl-5-(methoxymethyl)pyrrolidin-3-yl)-3-((6-fluoro-3,4-dimethylquinolin-7-yl)ethynyl)-5-(methylamino)-1H-pyrazole-4-carboxamide